N1=C(C=CC=C1)SC=1C(NNC(C1SC1=NC=CC=C1)=O)=O 4,5-bis(2-pyridinyl-sulfanyl)-1,2-dihydropyridazine-3,6-dione